2-(5-((dimethylamino)methyl)-2-oxopyridin-1(2H)-yl)-4-methylpentanoic acid CN(C)CC=1C=CC(N(C1)C(C(=O)O)CC(C)C)=O